((4R,5S)-5-((S)-2-((tert-butyldimethylsilyl) oxy)-1-hydroxyethyl)-2,2-dimethyl-1,3-dioxolan-4-yl) methylmesylate CCS(=O)(=O)O[C@H]1OC(O[C@H]1[C@H](CO[Si](C)(C)C(C)(C)C)O)(C)C